methyl-3-(4-(5-((4-((4-(acetamidomethyl)piperidin-1-yl) methyl)-6-(3,5-dichlorophenyl)pyridin-2-yl)oxy)pyrimidin-2-yl)piperazin-1-yl)propanoate COC(CCN1CCN(CC1)C1=NC=C(C=N1)OC1=NC(=CC(=C1)CN1CCC(CC1)CNC(C)=O)C1=CC(=CC(=C1)Cl)Cl)=O